CC1=C(C=CC(=C1)C)C1=NC(=NC=N1)C1=C(C=C(C=C1)CCCCCC(C)C)O 4-cis-(2,4-dimethylphenyl)-6-(2-hydroxy-4-isooctylphenyl)-1,3,5-triazine